tert-butyl (4-chloro-2-(((cyanomethyl)(1-methylcyclopropyl)-amino)methyl)-phenyl)carbamate ClC1=CC(=C(C=C1)NC(OC(C)(C)C)=O)CN(C1(CC1)C)CC#N